ClC=C(CC(=C(C)C)C)C 1-chloro-2,4,5-trimethyl-1,4-hexadiene